1,2-dilinoleyloxy-keto-N,N-dimethyl-3-aminopropane C(CCCCCCC\C=C/C\C=C/CCCCC)OC(C(CN(C)C)OCCCCCCCC\C=C/C\C=C/CCCCC)=O